(S)-(3-(1-amino-1,3-dihydrospiro[indene-2,4'-piperidine]-1'-yl)-6-((2-aminopyrimidin-4-yl)thio)-5-methylpyrazin-2-yl)methanol N[C@@H]1C2=CC=CC=C2CC12CCN(CC2)C=2C(=NC(=C(N2)C)SC2=NC(=NC=C2)N)CO